4-(2,5-Diazabicyclo[2.2.2]octan-2-yl)-7-(8-ethynyl-7-fluoro-3-hydroxynaphthalen-1-yl)-2-((1-(pyrrolidin-1-ylmethyl)cyclopropyl)methoxy)-6,7-dihydropyrido[3,4-d]pyrimidin-8(5H)-one C12N(CC(NC1)CC2)C=2C1=C(N=C(N2)OCC2(CC2)CN2CCCC2)C(N(CC1)C1=CC(=CC2=CC=C(C(=C12)C#C)F)O)=O